ClC1=C2C(=CNC2=CC=C1)C(CC#N)=O 3-(4-chloro-1H-indol-3-yl)-3-oxo-propionitrile